O1CCN(CC1)C1=NC(=NC=C1)N 4-morpholinopyrimidin-2-amine